2-(3-(9,9-di(pyridin-3-yl)-9H-fluoren-2-yl)phenyl)-1,10-phenanthroline N1=CC(=CC=C1)C1(C2=CC=CC=C2C=2C=CC(=CC12)C=1C=C(C=CC1)C1=NC2=C3N=CC=CC3=CC=C2C=C1)C=1C=NC=CC1